2-methylpentamethylene diisocyanate CC(CN=C=O)CCCN=C=O